iridium (iii) 1-benzyl-2-phenylbenzimidazoleacetylacetone tert-Butyl-(1-(4,4-difluorocyclohexyl)-6-oxo-1,6-dihydropyridin-3-yl)carbamate C(C)(C)(C)N(C([O-])=O)C1=CN(C(C=C1)=O)C1CCC(CC1)(F)F.C(C1=CC=CC=C1)N1C(NC2=C1C=CC=C2)(CC(=O)CC(C)=O)C2=CC=CC=C2.[Ir+3].C(C)(C)(C)N(C([O-])=O)C2=CN(C(C=C2)=O)C2CCC(CC2)(F)F.C(C)(C)(C)N(C([O-])=O)C2=CN(C(C=C2)=O)C2CCC(CC2)(F)F